CC1COC2=C1C=CC=C2 2,3-dihydro-3-methylbenzofuran